C(C)(C)(C)C=1C(=CC(=C(C1)NCC1=CC=C(O1)C(=O)NC1CN(C1)C(=O)OC(C)(C)C)O)Cl tert-Butyl 3-(5-(((5-(tert-butyl)-4-chloro-2-hydroxyphenyl)amino)methyl)furan-2-carboxamido)azetidine-1-carboxylate